O=C1N(CC2=CC(=CC=C12)N1CCN(CC1)C1CCN(CC1)C1CCNCC1)[C@@H]1C(NC(CC1)=O)=O (3S)-3-[1-oxo-5-[4-[1-(4-piperidyl)-4-piperidyl]piperazin-1-yl]isoindolin-2-yl]piperidine-2,6-dione